O[C@@H](CN1CCCC1)C 1-((R)-2-hydroxy-propyl)-pyrrolidin